2-[(4-chloro-3-pyridazin-3-yl-pyrrolo[2,3-b]pyridin-1-yl)methoxy]ethyl-trimethyl-silane ClC1=C2C(=NC=C1)N(C=C2C=2N=NC=CC2)COCC[Si](C)(C)C